C(C)(=O)N(C1=C(C=C(C=C1)C1=CC=C(C=N1)C(=O)NCCCN1C=NC=C1)Cl)CC(F)F 6-[4-[Acetyl(2,2-difluoroethyl)amino]-3-chloro-phenyl]-N-(3-imidazol-1-ylpropyl)pyridine-3-carboxamide